2-chloro-4-((3-(3-hydroxy-3,4-dimethylpentyl)-1-methyl-2-oxo-2,3-dihydro-1H-benzo[d]imidazol-5-yl)amino)nicotinonitrile ClC1=C(C#N)C(=CC=N1)NC1=CC2=C(N(C(N2CCC(C(C)C)(C)O)=O)C)C=C1